N1CC(C1)C1=CC=C(N=N1)C1=C(C=C(C=C1)C1=CC2=CN(N=C2C=C1)C)O (6-(azetidin-3-yl)pyridazin-3-yl)-5-(2-methyl-2H-indazol-5-yl)phenol